O[C@H]1[C@H](C[C@H]2C[C@H]([C@H]3[C@@H]4CC[C@H]([C@@H](CCC(=O)O)C)[C@]4([C@H](C[C@@H]3[C@]2(C1)C)O)C)O)O 2α,3α,7α,12α-tetrahydroxy-5β-cholanoic acid